O-(7-azabenzotriazol-1-yl)-N,N,N',N'-tetramethyl-uronium hexafluorophosphorate F[P-](F)(F)(F)(F)F.N1(N=NC2=C1N=CC=C2)OC(=[N+](C)C)N(C)C